N-(2-chloro-4-(trifluoromethyl)phenyl)-1-(4-((2-(2,6-dioxopiperidin-3-yl)-1,3-dioxoisoindolin-5-yl)ethynyl)-1H-pyrazol-1-yl)cyclobutane-1-carboxamide ClC1=C(C=CC(=C1)C(F)(F)F)NC(=O)C1(CCC1)N1N=CC(=C1)C#CC=1C=C2C(N(C(C2=CC1)=O)C1C(NC(CC1)=O)=O)=O